C(CCC)[C@H]1N(S(C2=C(N(C1)C1=CC=CC=C1)C=C(C(=C2)C(=O)OC)OC)(=O)=O)CC2=CC=C(C=C2)OC methyl (R)-3-butyl-7-methoxy-2-(4-methoxybenzyl)-5-phenyl-2,3,4,5-tetrahydro-1,2,5-benzothiadiazepine-8-carboxylate 1,1-dioxide